C1(CC1)C(C(C)(OCOCC[Si](C)(C)C)C)N1C(C2=CC=CC=C2C1C)=O 2-(1-cyclopropyl-2-methyl-2-((2-(trimethylsilyl)ethoxy)methoxy)propyl)-3-methylisoindolin-1-one